Di-Ethylene Glycol Mono-Butyl Ether C(CCC)OCCOCCO